N[C@@H]1C=2C(=NC=C(C2)C#N)CC12CCN(CC2)C=2C=1N(C(=C(N2)C)C2=C(C=CC=C2)F)N=CC1 (5S)-5-amino-1'-[7-(2-fluorophenyl)-6-methyl-pyrazolo[1,5-a]pyrazin-4-yl]spiro[5,7-dihydrocyclopenta[b]pyridine-6,4'-piperidin]-3-carbonitrile